N[C@H]1CN(CCC1)[C@@H]1[C@H](C2=CC(=CC(=C2C1)Cl)Cl)OC1=C(C=CC=C1C)F 4-[[(1S,2S)-2-[(3R)-3-Aminopiperidin-1-yl]-4,6-dichloro-2,3-dihydro-1H-inden-1-yl]oxy]-3-fluoro-5-methylbenzene